1-ethyl-6-(1-(3-fluoro-4-(trifluoromethyl)benzyl)-1H-1,2,3-triazol-4-yl)-3-hydroxyquinoline-2,4(1H,3H)-dione C(C)N1C(C(C(C2=CC(=CC=C12)C=1N=NN(C1)CC1=CC(=C(C=C1)C(F)(F)F)F)=O)O)=O